6-chloro-1-(3-methoxy-2-(methoxymethyl)propyl)-4,9-dihydro-3H-pyrido[3,4-b]indole ClC=1C=C2C3=C(NC2=CC1)C(=NCC3)CC(COC)COC